6-(3-(azetidin-1-yl)phenyl)-2-(5-fluoropyrimidin-2-yl)phthalazin-1(2H)-one N1(CCC1)C=1C=C(C=CC1)C=1C=C2C=NN(C(C2=CC1)=O)C1=NC=C(C=N1)F